3-(4-Benzylpiperidin-1-yl)propan-1-amine C(C1=CC=CC=C1)C1CCN(CC1)CCCN